benzyl 4-[3-[4-[2-(4-tert-butoxy-1-carbamoyl-4-oxo-butyl)-4-chloro-1-oxo-isoindolin-5-yl]-1-piperidyl]cyclobutoxy]piperidine-1-carboxylate C(C)(C)(C)OC(CCC(C(N)=O)N1C(C2=CC=C(C(=C2C1)Cl)C1CCN(CC1)C1CC(C1)OC1CCN(CC1)C(=O)OCC1=CC=CC=C1)=O)=O